5-(3-(tert-Butoxycarbonyl)phenyl)-2-hydroxy-6-methylnicotinic acid ethyl ester C(C)OC(C1=C(N=C(C(=C1)C1=CC(=CC=C1)C(=O)OC(C)(C)C)C)O)=O